N-[3-({[2-{[4-(1,1-dioxidoisothiazolidin-2-yl)phenyl]amino}-5-(trifluoromethyl)pyrimidin-4-yl]amino}methyl)-6-methylpyridin-2-yl]-N-methylmethanesulfonamide O=S1(N(CCC1)C1=CC=C(C=C1)NC1=NC=C(C(=N1)NCC=1C(=NC(=CC1)C)N(S(=O)(=O)C)C)C(F)(F)F)=O